ClC1=C(C(=CC=C1)Cl)N1CN(C2=C(C1=O)C=NC1=C2C=CN1S(=O)(=O)C1=CC=C(C)C=C1)C 3-(2,6-dichlorophenyl)-1-methyl-7-tosyl-1,2,3,7-tetrahydro-4H-pyrrolo[3',2':5,6]pyrido[4,3-d]pyrimidin-4-one